BrC=1C(=C(C(=N)N)C=CC1OCCCCCCOC1=CC=C(C(=N)N)C=C1)Br dibromo-4,4'-hexamethylenedioxydibenzamidine